C(=O)O.ClC=1C=C2CCCN(C2=C(C1)C1=C2C(=NC=C1)C=C(S2)CN2C(CCC2=O)=O)[C@@H]2CNC1(CC(C1)F)C2 (S)-1-((7-(6-chloro-1-(2-fluoro-5-azaspiro[3.4]octan-7-yl)-1,2,3,4-tetrahydroquinolin-8-yl)thieno[3,2-b]pyridin-2-yl)methyl)pyrrolidine-2,5-dione, formic acid salt